N-((4,6-dimethyl-2-oxo-1,2-dihydropyridin-3-yl)methyl)-6-methyl-2-(morpholine-4-carbonyl)-5-(1-morpholinoethyl)indolizine-7-carboxamide CC1=C(C(NC(=C1)C)=O)CNC(=O)C=1C(=C(N2C=C(C=C2C1)C(=O)N1CCOCC1)C(C)N1CCOCC1)C